N-(4-((6-methyl-2-oxo-2,3-dihydro-1H-benzo[d]imidazol-1-yl)methyl)benzyl)acetamide CC=1C=CC2=C(N(C(N2)=O)CC2=CC=C(CNC(C)=O)C=C2)C1